2-benzyl-6,8-dichloro-1-methyl-3,4-dihydroisoquinolin-2-ium C(C1=CC=CC=C1)[N+]1=C(C2=C(C=C(C=C2CC1)Cl)Cl)C